2,4-bis(α,α-dimethylbenzyl)phenyl ether CC(C1=CC=CC=C1)(C)C1=C(C=CC(=C1)C(C1=CC=CC=C1)(C)C)OC1=C(C=C(C=C1)C(C1=CC=CC=C1)(C)C)C(C1=CC=CC=C1)(C)C